6-(bromomethyl)-N-(4,4-difluorocyclohexyl)-2-(3-methyl-1H-pyrazol-1-yl)pyrimidin-4-amine BrCC1=CC(=NC(=N1)N1N=C(C=C1)C)NC1CCC(CC1)(F)F